2-(2-((2-(5-(2-methoxyphenyl)-1H-benzo[d]imidazol-2-yl)ethyl)amino)ethyl)-N-((3-methylpyridin-2-yl)methyl)oxazole-4-carboxamide COC1=C(C=CC=C1)C1=CC2=C(NC(=N2)CCNCCC=2OC=C(N2)C(=O)NCC2=NC=CC=C2C)C=C1